4-hydroxy-6-(1-(4-methoxybenzyl)-1H-pyrazol-4-yl)pyrazolo[1,5-a]pyridine-3-carbonitrile OC=1C=2N(C=C(C1)C=1C=NN(C1)CC1=CC=C(C=C1)OC)N=CC2C#N